C(C)(C)NC(O[C@@H]1CO[C@H](C1)C1=CC(=NN1)NC1=CC=CC=2S(CCC21)(=O)=O)=O |r| racemic-trans-5-(3-((1,1-dioxido-2,3-dihydrobenzo[b]thiophen-4-yl)amino)-1H-pyrazol-5-yl)tetrahydrofuran-3-yl isopropylcarbamate